C(C=C)(=O)OCC(ON1C(CCCC1(C)C)(C)C)C1=CC=CC=C1 acryloxy-2-phenyl-2-(2,2,6,6-tetramethyl-1-piperidinyloxy)ethane